1,2-Benzenedicarboxylic acid, butyl 2-methylpropyl ester C=1(C(=CC=CC1)C(=O)OCC(C)C)C(=O)OCCCC